((4-isopropylphenyl)amino)-5-(5-methyl-1H-pyrazol-3-yl)-4H-benzo[e][1,2,4]thiadiazine 1,1-dioxide C(C)(C)C1=CC=C(C=C1)NC1=NS(C2=C(N1)C(=CC=C2)C2=NNC(=C2)C)(=O)=O